FC(C1=CC2=C(N=C(N=C2)SC)N(C1=O)C(C)C)F 6-(difluoromethyl)-8-isopropyl-2-methylsulfanyl-pyrido[2,3-d]pyrimidin-7-one